The molecule is an aspartic acid derivative comprising aspartic acid carrying an N-amidino substituent. It is an aspartic acid derivative, a member of guanidines and a dicarboxylic acid. C(C(C(=O)O)N=C(N)N)C(=O)O